(2S)-1-(4-(1-(2,6-dioxopiperidin-3-yl)-3-methyl-2-oxo-2,3-dihydro-1H-benzo[d]imidazol-5-yl)butyl)piperazine-2-carboxylic acid O=C1NC(CCC1N1C(N(C2=C1C=CC(=C2)CCCCN2[C@@H](CNCC2)C(=O)O)C)=O)=O